C1(CCCCC1)P(C1=C(C=CC=C1C)C1=C(C=CC=C1)C)C1CCCCC1 2-dicyclohexylphosphino-3,2'-dimethylbiphenyl